C(C=C)(=O)OCCCCCCCCCCOC(C=C)=O 1,10-Decanediyl bisacrylate